N-(2-((3-(2,6-dichloro-3,5-dimethoxyphenyl)-1-oxo-1H-pyrano[4,3-c]pyridin-7-yl)amino)-3-methylphenyl)acrylamide ClC1=C(C(=C(C=C1OC)OC)Cl)C1=CC=2C=NC(=CC2C(O1)=O)NC1=C(C=CC=C1C)NC(C=C)=O